2-naphthyl-diphenyl-phosphine tert-Butyl-N-[(1R)-1-[[4-[1-(benzenesulfonyl)pyrrolo[2,3-b]pyridin-4-yl]phenyl]carbamoyl]-2-methyl-propyl]carbamate C(C)(C)(C)OC(N[C@H](C(C)C)C(NC1=CC=C(C=C1)C1=C2C(=NC=C1)N(C=C2)S(=O)(=O)C2=CC=CC=C2)=O)=O.C2=C(C=CC1=CC=CC=C21)P(C2=CC=CC=C2)C2=CC=CC=C2